FC(C=1C=CC(=NC1)OC=1C=C(CP(OCC)(OCC)=O)C=CC1)(F)F diethyl (3-((5-(trifluoromethyl)pyridin-2-yl)oxy)benzyl)phosphonate